diethanolamine octadecanoate C(CCCCCCCCCCCCCCCCC)(=O)O.N(CCO)CCO